OC1=C(C(N(C=C1C)C)=O)NC(N[C@@H](CC(=O)OCC)C=1C=C(C=CC1)C1=C(C=CC=C1)C)=O ethyl (S)-3-(3-(4-hydroxy-1,5-dimethyl-2-oxo-1,2-dihydropyridin-3-yl)ureido)-3-(2'-methyl biphenyl-3-yl)propanoate